4-((1-(naphthalen-2-ylmethyl)-5-phenyl-1H-indazole-7-carboxamido)methyl)benzoic acid C1=C(C=CC2=CC=CC=C12)CN1N=CC2=CC(=CC(=C12)C(=O)NCC1=CC=C(C(=O)O)C=C1)C1=CC=CC=C1